3-[(triphenylmethyl)sulfanyl]propan-1-amine C1(=CC=CC=C1)C(C1=CC=CC=C1)(C1=CC=CC=C1)SCCCN